2-((3aR,5r,6aS)-5-benzyl-5-hydroxyhexahydrocyclopenta[c]pyrrol-2(1H)-yl)-1-(3-fluoro-4-(2-(3-fluoro-4-hydroxyphenyl)-2-oxoethoxy)phenyl)ethanone C(C1=CC=CC=C1)C1(C[C@@H]2[C@@H](CN(C2)CC(=O)C2=CC(=C(C=C2)OCC(=O)C2=CC(=C(C=C2)O)F)F)C1)O